ETHYL 2-(METHYLTHIO)ACETATE CSCC(=O)OCC